2,3-dihydrobenzofuran-7-carboxylic acid methyl ester COC(=O)C1=CC=CC=2CCOC21